(1r,3r)-3-((2-chloro-6-(1,1-difluoroethyl)pyridin-4-yl)oxy)cyclobutan-1-ol ClC1=NC(=CC(=C1)OC1CC(C1)O)C(C)(F)F